FC1=C(N=CC2=C1N=C(N=C2N2CC1(CCC(C1)=O)CCC2)OCC21CCCN1CCC2)C2=CC=CC1=CC=CC(=C21)F 7-(8-fluoro-7-(8-fluoronaphthalen-1-yl)-2-((hexahydro-1H-pyrrolizin-7a-yl)methoxy)pyrido[4,3-d]Pyrimidin-4-yl)-7-azaspiro[4.5]Decan-2-one